di-tert-butyl-6-(((4-hydroxy-2,6-dimethylphenyl)imino)methyl)phenol C(C)(C)(C)C=1C(=C(C(=CC1)C=NC1=C(C=C(C=C1C)O)C)O)C(C)(C)C